(2,4,6-trimethylbenzoyl)bis(p-tolyl)phosphorus oxide CC1=C(C(=O)P(C2=CC=C(C=C2)C)(C2=CC=C(C=C2)C)=O)C(=CC(=C1)C)C